C(C1=CC=CC=C1)OC=1C(=C(O/C=C/C(=O)O)C=CC1)C1OCCO1 (2E)-3-[3-(benzyloxy)-2-(1,3-dioxolan-2-yl)phenoxy]prop-2-enoic acid